3,5-di(2-(methylsulfonyl)pyrimidin-5-yl)benzene CS(=O)(=O)C1=NC=C(C=N1)C=1C=CC=C(C1)C=1C=NC(=NC1)S(=O)(=O)C